CON(C=O)C N-methoxy-n-methylformamide